NC=1SC2=C(N1)C(=CC=C2)C2=C(C=C1C(=NC(=NC1=C2F)OC[C@H]2N(CCC2)C)N2CC(C(CCC2)O)F)Cl 1-(7-(2-aminobenzo[d]-thiazol-4-yl)-6-chloro-8-fluoro-2-(((S)-1-methyl-pyrrolidin-2-yl)methoxy)-quinazolin-4-yl)-3-fluoro-azepan-4-ol